N1-(4-bromophenyl)-N1-methyl-benzene-1,4-diamine BrC1=CC=C(C=C1)N(C1=CC=C(C=C1)N)C